2-[2-hydroxy-3-(2-acryloyloxyethyl)-5-methylphenyl]benzotriazole tert-butyl-4-(5-methoxy-2-methyl-4-nitrophenyl)-3,6-dihydropyridine-1(2H)-carboxylate C(C)(C)(C)OC(=O)N1CCC(=CC1)C1=C(C=C(C(=C1)OC)[N+](=O)[O-])C.OC1=C(C=C(C=C1CCOC(C=C)=O)C)N1N=C2C(=N1)C=CC=C2